N,N-bis([1,1'-biphenyl]-4-yl)-3'-(9H-carbazol-9-yl)-[1,1'-biphenyl]-4-amine C1(=CC=C(C=C1)N(C1=CC=C(C=C1)C1=CC(=CC=C1)N1C2=CC=CC=C2C=2C=CC=CC12)C1=CC=C(C=C1)C1=CC=CC=C1)C1=CC=CC=C1